(Z)-3-((4-(tert-butyl)phenoxy)methylene)isoindolin-1-one C(C)(C)(C)C1=CC=C(O\C=C\2/NC(C3=CC=CC=C23)=O)C=C1